4-methylphenethylamine CC1=CC=C(CCN)C=C1